(methoxymethoxy)naphthalen-1-yl trifluoromethanesulfonate FC(S(=O)(=O)OC1=C(C=CC2=CC=CC=C12)OCOC)(F)F